C(C)[C@@H]1C(N(C=2C=NC(=NC2N1C(C)C)NC1=C(C=C(C(=O)N)C=C1)OC)C)=O 4-(((R)-7-ethyl-8-isopropyl-5-methyl-6-oxo-5,6,7,8-tetrahydropteridin-2-yl)amino)-3-methoxybenzamide